N-(3-(1-(3-(benzyloxy)cyclobutyl)-1H-1,2,3-triazol-4-yl)bicyclo[1.1.1]Pent-1-yl)-2-(4-chloro-3-fluorophenoxy)acetamide C(C1=CC=CC=C1)OC1CC(C1)N1N=NC(=C1)C12CC(C1)(C2)NC(COC2=CC(=C(C=C2)Cl)F)=O